2'-O-Methyl-Adenosine tert-butyl-(1R,5S,6R)-6-[[4,5-dichloro-2-(prop-2-en-1-yloxy)phenyl][(2-methylpropane-2-sulfinyl)imino]methyl]-3-azabicyclo[3.1.0]hexane-3-carboxylate C(C)(C)(C)[C@]12CN(C[C@H]2[C@H]1C(=NS(=O)C(C)(C)C)C1=C(C=C(C(=C1)Cl)Cl)OCC=C)C(=O)OC[C@@H]1[C@H]([C@H]([C@@H](O1)N1C=NC=2C(N)=NC=NC12)OC)O